1-(6-(4-chloro-3-cyclopropyl-1H-pyrrolo[2,3-b]pyridin-5-yl)pyridin-2-yl)imidazolidin-2-one ClC1=C2C(=NC=C1C1=CC=CC(=N1)N1C(NCC1)=O)NC=C2C2CC2